C(C)OC(=O)C=1C(=NN(C1C)C1=CC(=C(C=C1)OC(F)F)C1=NC=CC=C1)C ethyl-1-(4-(difluoromethoxy)-3-(pyridin-2-yl)phenyl)-3,5-dimethyl-1H-pyrazole-4-carboxylic acid